FC1(CCOCC1)C=1SC(=C(N1)COC1=CC(=CC2=C1C=C(O2)C=2N=C1SC(=NN1C2)OC)OC)C 6-(4-((2-(4-Fluorotetrahydro-2H-pyran-4-yl)-5-methylthiazol-4-yl)methoxy)-6-methoxybenzofuran-2-yl)-2-methoxyimidazo[2,1-b][1,3,4]-thiadiazole